ClC1=C(C=CC=C1)CCC(=O)N(C1=C(C(=NN1)C1=CC=NC=C1)C)C(CCC1=CC=C(C=C1)Cl)=O 3-(2-chlorophenyl)-N-(3-(4-chlorophenyl)propanoyl)-N-(4-methyl-3-(pyridin-4-yl)-1H-pyrazol-5-yl)propanamide